4-(3,4-Dimethylpiperazin-1-yl)-2-(4,4-dimethylpiperidin-1-yl)aniline CC1CN(CCN1C)C1=CC(=C(N)C=C1)N1CCC(CC1)(C)C